N-(6-(2-hydroxy-prop-2-yl)pyridin-3-yl)-4-(1H-imidazol-1-yl)pyrimidine-2-carboxamide OC(C)(C)C1=CC=C(C=N1)NC(=O)C1=NC=CC(=N1)N1C=NC=C1